(rac)-3-(3,4-dimethoxyphenyl)-2-methylalanine hydrochloride Cl.COC=1C=C(C=CC1OC)C[C@](N)(C(=O)O)C |r|